tert-butyl rel-(3R,4S)-N-[4-[1-methyl-7-[4-(4-methylpiperazin-1-yl)anilino]-2-oxo-4H-pyrimido[4,5-d]pyrimidin-3-yl]-3-piperidyl]carbamate CN1C(N(CC=2C1=NC(=NC2)NC2=CC=C(C=C2)N2CCN(CC2)C)[C@@H]2[C@@H](CNCC2)NC(OC(C)(C)C)=O)=O |o1:25,26|